C(C1=CC=CC=C1)OC1=C(C=C(C=C1)B1OC(C(O1)(C)C)(C)C)OC 2-(4-(benzyloxy)-3-methoxyphenyl)-4,4,5,5-tetramethyl-1,3,2-dioxaborolane